CC1N(CCC1)C(=O)NC(C(=O)O)CCN(CCCCC1=NC=2NCCCC2C=C1)CCOC1=CC=CC=C1 2-[[2-methylpyrrolidine-1-carbonyl]amino]-4-[2-phenoxyethyl-[4-(5,6,7,8-tetrahydro-1,8-naphthyridin-2-yl)butyl]amino]butanoic acid